N-[3-chloro-4-(4-piperidyl-methyl-carbamoyl)phenyl]-5-[2,3-difluoro-4-[1-(2-methoxyethyl)-5-methyl-pyrazol-4-yl]phenyl]-1-methyl-imidazole-2-carboxamide ClC=1C=C(C=CC1C(N(C)C1CCNCC1)=O)NC(=O)C=1N(C(=CN1)C1=C(C(=C(C=C1)C=1C=NN(C1C)CCOC)F)F)C